4-hydroxy-3-(3-methylbut-2-en-1-yl)benzaldehyde OC1=C(C=C(C=O)C=C1)CC=C(C)C